1-hydroxy-4-oxo-2,2,6,6-tetramethylpiperidine ON1C(CC(CC1(C)C)=O)(C)C